C1(=CC=CC=C1)C1=NC(=NS1)C1=CC=C(C=C1)C 5-phenyl-3-(p-tolyl)-1,2,4-thiadiazole